OCCCNCCCC[C@H](N)C(=O)O Nε-3-hydroxypropyl-L-lysine